3-(3-nitrophenyl)-1-((2-(trimethylsilyl)ethoxy)methyl)-1H-indazol-5-amine [N+](=O)([O-])C=1C=C(C=CC1)C1=NN(C2=CC=C(C=C12)N)COCC[Si](C)(C)C